(R)-22,22,22-trifluoro-1-(trityloxy)docosan-2-ol FC(CCCCCCCCCCCCCCCCCCC[C@H](COC(C1=CC=CC=C1)(C1=CC=CC=C1)C1=CC=CC=C1)O)(F)F